N12C[C@H](C(CC1)CC2)OC(N[C@@H]2C(CC1=CC(=C(C=C21)F)C2=CC(=C(C=C2)C)Cl)(C)C)=O (S)-quinuclidin-3-yl((R)-5-(3-chloro-4-methylphenyl)-6-fluoro-2,2-dimethyl-2,3-dihydro-1H-inden-1-yl)carbamate